4-(9-ethyl-2-(pyridazin-4-yl)-8-(pyridin-4-yl)-9H-purin-6-yl)morpholine C(C)N1C2=NC(=NC(=C2N=C1C1=CC=NC=C1)N1CCOCC1)C1=CN=NC=C1